4',5,5-trimethyl-3,4,5,6-tetrahydro-[1,1'-biphenyl] CC1=CC=C(C=C1)C1=CCCC(C1)(C)C